CC1CCC=2C(CCC(CC12)=C(C)C)C 1,4-Dimethyl-7-propan-2-ylidene-2,3,4,5,6,8-hexahydro-1H-azulene